(2R,3S)-2-(3-(7-(trifluoromethoxy)-1H-benzo[d]imidazol-1-yl)propyl)piperidin-3-ol dihydrochloride Cl.Cl.FC(OC1=CC=CC2=C1N(C=N2)CCC[C@H]2NCCC[C@@H]2O)(F)F